ClC1=C2C(C(N=C(C2=CC=C1)C=1C=NC2=C(C=CC=C2C1)F)C)C 5-chloro-1-(8-fluoro-3-quinolyl)-3,4-dimethyl-3,4-dihydroisoquinoline